ClC1=CC(=CC(=N1)NCC1=CC=C(C=C1)OC)C 6-chloro-N-[(4-methoxyphenyl)methyl]-4-methyl-pyridin-2-amine